4-(((1-acetylpiperidin-4-yl)amino)methyl)-N-(3-(3'-chloro-6-methoxy-5-((((5-oxopyrrolidin-2-yl)methyl)amino)methyl)-[2,4'-bipyridin]-2'-yl)-2-methylphenyl)-5-methoxypicolinamide C(C)(=O)N1CCC(CC1)NCC1=CC(=NC=C1OC)C(=O)NC1=C(C(=CC=C1)C1=NC=CC(=C1Cl)C1=NC(=C(C=C1)CNCC1NC(CC1)=O)OC)C